[6-{[(2-hydroxyethyl)amino]methyl}-2-(2-methylbiphenyl-3-yl)[1,2,4]triazolo[1,5-a]pyridin-8-yl]acetonitrile OCCNCC=1C=C(C=2N(C1)N=C(N2)C=2C(=C(C=CC2)C2=CC=CC=C2)C)CC#N